2-(2,6-dioxopiperidin-3-yl)-5-((4-(5,6,7,8-tetrahydrobenzo[4,5]thieno[2,3-d]pyrimidin-4-yl)piperidin-1-yl)methyl)isoindoline-1,3-dione O=C1NC(CCC1N1C(C2=CC=C(C=C2C1=O)CN1CCC(CC1)C=1C2=C(N=CN1)SC1=C2CCCC1)=O)=O